(3-(2-(dimethylamino)ethyl)-4-(methoxymethoxy)-1H-indol-1-yl)methyl acetate C(C)(=O)OCN1C=C(C2=C(C=CC=C12)OCOC)CCN(C)C